citrulline bromide N[C@@H](CCCNC(=O)N)C(=O)Br